α-ethyl-hexanol C(C)C(CCCCC)O